FC1=C2CCNCC2=C(C=C1)CCC1=C[C@H]([C@H]2[C@@H]1OC(O2)(C)C)N2C=CC1=C2N=CN=C1N 7-((3aS,4R,6aR)-6-(2-(5-fluoro-1,2,3,4-tetrahydroisoquinolin-8-yl)ethyl)-2,2-dimethyl-3a,6a-dihydro-4H-cyclopenta[d][1,3]dioxol-4-yl)-7H-pyrrolo[2,3-d]pyrimidin-4-amine